ClC=1C=C(CNC2=NC(=NC=C2C(=O)NCC2=NC=CC=N2)S(=O)C)C=CC1OC 4-[(3-chloro-4-methoxybenzyl)amino]-2-methylsulfinyl-N-(pyrimidin-2-ylmethyl)pyrimidine-5-carboxamide